NC1=NC=C(C=C1C(=O)N[C@H]1COC[C@@H]1OCC1=CC=C(C=C1)B1OC(C(O1)(C)C)(C)C)C=1C=NN(C1C)C 2-amino-5-(1,5-dimethyl-1H-pyrazol-4-yl)-N-[(3S,4R)-4-{[4-(4,4,5,5-tetramethyl-1,3,2-dioxaborolan-2-yl)phenyl]methoxy}oxolan-3-yl]pyridine-3-carboxamide